NC1=C(C(=NC=C1C(=O)OCC)C(F)(F)F)C ethyl 4-amino-5-methyl-6-(trifluoromethyl)nicotinate